beryllium bis(benzoquinoline-10-ate) N1=CC=CC2=CC=C3C(=C12)C(=CC=C3)C(=O)[O-].N3=CC=CC1=CC=C2C(=C31)C(=CC=C2)C(=O)[O-].[Be+2]